O=S1(CCC(CC1)COC1=CC=CC(=N1)N1CCN(CC1)CC1=NC2=C(N1C[C@H]1OCC1)C=C(C=C2)C(=O)O)=O (S)-2-((4-(6-((1,1-dioxidotetrahydro-2H-thiopyran-4-yl)methoxy)pyridin-2-yl)piperazin-1-yl)methyl)-1-(oxetan-2-ylmethyl)-1H-benzo[d]imidazole-6-carboxylic acid